methyl (2R,3S)-3-((methyl sulfonyl)amino)-2-(((cis-4-phenylcyclohexyl)oxy)methyl)piperidine-1-carboxylate CS(=O)(=O)N[C@@H]1[C@@H](N(CCC1)C(=O)OC)CO[C@@H]1CC[C@@H](CC1)C1=CC=CC=C1